N[C@H](C(=O)NC(CC1=CC=C(C=C1)Cl)(CC1=CC(=CC(=C1)F)F)C)C (2S)-2-amino-N-(1-(4-chlorophenyl)-3-(3,5-difluorophenyl)-2-methylpropan-2-yl)propanamide